FC(COC1=NC=C(C(=N1)OC(F)F)N)F 2-(2,2-difluoroethoxy)-4-(difluoromethoxy)pyrimidin-5-amine